tert-butyl (3s,4s)-4-(4-(3-(2,6-bis(benzyloxy) pyridin-3-yl)-1-methyl-1H-indazol-6-yl) piperazine-1-carbonyl)-3-methylpiperidine-1-carboxylate C(C1=CC=CC=C1)OC1=NC(=CC=C1C1=NN(C2=CC(=CC=C12)N1CCN(CC1)C(=O)[C@@H]1[C@@H](CN(CC1)C(=O)OC(C)(C)C)C)C)OCC1=CC=CC=C1